N1N=CC2=CC(=CC=C12)NC(=O)C=1C(NC=CC1NC1=C(C2=C(OCCN2)N=C1)C)=O N-(1H-indazol-5-yl)-4-((8-methyl-2,3-dihydro-1H-pyrido[2,3-b][1,4]oxazin-7-yl)amino)-2-oxo-1,2-dihydropyridine-3-carboxamide